dipropyl 2,3-dioxosuccinate O=C(C(=O)OCCC)C(C(=O)OCCC)=O